2,6-Dimethyl-2-(4-methylpentyl)-7-pentylchromen-5-ol CC1(OC=2C=C(C(=C(C2C=C1)O)C)CCCCC)CCCC(C)C